BrC1=C(N=C(S1)NC1=CC=C(C=C1)S(=O)(=O)C)C(CCC(=O)O)(CC)C(=O)OCC 4-[5-Bromo-2-(4-Methylsulfonylanilino)Thiazol-4-Yl]-4-Ethoxycarbonyl-Hexanoic Acid